C(C=CC(=O)O)(=O)NN butenedioic hydrazide